PHTHALONITRILE C(C=1C(C#N)=CC=CC1)#N